OC(C)(C)[C@H]1CN(CCC1)C=1C=CC(=NC1)NC=1C2=C(C(=NC1)C1=CN=C3N1C=CC=C3)CNC2=O 7-[[5-[(3R)-3-(1-hydroxy-1-methyl-ethyl)-1-piperidyl]-2-pyridyl]amino]-4-imidazo[1,2-a]pyridin-3-yl-2,3-dihydropyrrolo[3,4-c]pyridin-1-one